FC1=C(C=C2CCC(N(C2=C1)C)=O)C=1C=C(C=NC1)[C@@H](C)NS(=O)(=O)CC |r| (rac)-Ethanesulfonic acid {1-[5-(7-fluoro-1-methyl-2-oxo-1,2,3,4-tetrahydro-quinolin-6-yl)-pyridin-3-yl]-ethyl}-amide